tert-Butyl 4-(4-chloro-1H-pyrazolo[3,4-d]pyrimidin-3-yl)piperidine-1-carboxylate ClC1=C2C(=NC=N1)NN=C2C2CCN(CC2)C(=O)OC(C)(C)C